N1C=CC2=CC(=CC=C12)\C=C/1\C(N(/C(/S1)=N/C1=CC=C(C=C1)C)CCCCCCCCCCCC)=O (2Z,5Z)-5-((1H-indol-5-yl)methylene)-2-(p-tolylimino)-3-dodecylthiazolidin-4-one